2-((2-(Hydroxymethyl)pyrimidin-5-yl)oxy)acetic acid tert-butyl ester C(C)(C)(C)OC(COC=1C=NC(=NC1)CO)=O